4-bromo-2-methoxy-5-methyl-aniline BrC1=CC(=C(N)C=C1C)OC